C(#N)[C@H]1N(CCC1)C(CN1C[C@H](CC1)NC(=O)C1=COC2=C1C=C(C=C2)OC)=O N-((S)-1-(2-((S)-2-Cyanopyrrolidin-1-yl)-2-oxoethyl)pyrrolidin-3-yl)-5-methoxybenzofuran-3-carboxamid